7-amino-5-(4-hydroxypiperazin-1-yl)-2,3-dihydro-1,4-benzodioxine NC=1C=C(C2=C(OCCO2)C1)N1CCN(CC1)O